C(C1=CC=CC=C1)OP(=O)(OCC1=CC=CC=C1)OC1=C(C(=CC(=C1)C)C)C(CC(=O)O)(C)C 3-(2-((bis(benzyloxy)phosphoryl)oxy)-4,6-dimethylphenyl)-3-methylbutyric acid